tert-butyl (S)-3-(3-fluorophenyl)isoxazolidine-2-carboxylate FC=1C=C(C=CC1)[C@H]1N(OCC1)C(=O)OC(C)(C)C